BrC=1N=C(N2N=C(C=C(C21)C2=CC=NN2C)N2[C@@H](COCC2)C)C2=CC=NN2 (R)-4-(5-bromo-4-(1-methyl-1H-pyrazol-5-yl)-7-(1H-pyrazol-5-yl)imidazo[1,5-b]Pyridazin-2-yl)-3-methylmorpholine